N-(5,6-dichloro-9-(1H-pyrazol-4-yl)-2,3-dihydro-1H-pyrrolo[1,2-a]indol-2-yl)-2-hydroxyacetamide ClC1=C(C=CC=2C(=C3N(C12)CC(C3)NC(CO)=O)C=3C=NNC3)Cl